(S)-1-(5-(difluoromethoxy)-2-fluorophenyl)-3-(isoquinolin-4-yl)-2-oxoimidazolidine-4-carbonitrile FC(OC=1C=CC(=C(C1)N1C(N([C@@H](C1)C#N)C1=CN=CC2=CC=CC=C12)=O)F)F